C1(=CC=CC=C1)C1=C2CCN(C2=CC=C1)C(=O)[C@H]1N(CCC1)C(=O)OC(C)(C)C tert-butyl (S)-2-(4-phenylindoline-1-carbonyl)pyrrolidine-1-carboxylate